7-azaacenaphthylen-8(4H)-one C1=CC2=CCC=C3C=NC(C1=C23)=O